N1N=NC=C1C(=O)O 1,2,3-triazole-5-carboxylic acid